FC=1C=C(C=C(C1)F)[C@H]1N(OCC1)C(=O)[C@@H]1CC[C@H](CC1)CN1C(=NC2=C1C=CC(=C2)F)C trans-((S)-3-(3,5-difluorophenyl)isoxazolidin-2-yl)(4-((5-fluoro-2-methyl-1H-benzo[d]imidazol-1-yl)methyl)cyclohexyl)methanone